(R)-N-(4-(3-aminopiperidin-1-yl)-5-bromo-1H-pyrrolo[2,3-b]pyridin-3-yl)-3-methylbutanamide N[C@H]1CN(CCC1)C1=C2C(=NC=C1Br)NC=C2NC(CC(C)C)=O